ClC=1C(=C(C=CC1)N(C(=O)[C@H]1N(C(N(C1)CCCN1CCN(CC1)C(=O)OC(C)(C)C)=O)C1=NC(=CC(=C1)C(F)(F)F)C)C)F (S)-tert-butyl 4-(3-(4-((3-chloro-2-fluorophenyl)(methyl)carbamoyl)-3-(6-methyl-4-(trifluoromethyl)pyridin-2-yl)-2-oxoimidazolidin-1-yl)propyl)piperazine-1-carboxylate